(E)-3,7-dimethyloct-2,6-dienal C\C(=C/C=O)\CCC=C(C)C